FC[C@H]([C@H]([C@@H](C(CO)=O)O)O)O 6-deoxy-6-fluoro-fructose